CN1C(=NC2=C1C=CC(=C2)C2=C(C=CC(=N2)C#N)C2=CN=C(O2)CCC(F)(F)F)C 6-(1,2-dimethyl-1H-benzo[d]imidazol-5-yl)-5-(2-(3,3,3-trifluoropropyl)oxazol-5-yl)picolinonitrile